3-(5-(4-((4'-chloro-[1,1'-biphenyl]-2-yl)methyl)-2-(fluoromethyl)piperazine-1-carbonyl)-1-oxoisoindolin-2-yl)piperidine-2,6-dione ClC1=CC=C(C=C1)C1=C(C=CC=C1)CN1CC(N(CC1)C(=O)C=1C=C2CN(C(C2=CC1)=O)C1C(NC(CC1)=O)=O)CF